4-((2,5-Difluoro-4-(isoindolin-2-ylmethyl)phenoxy)methyl)-N,N-dimethylbenzamide FC1=C(OCC2=CC=C(C(=O)N(C)C)C=C2)C=C(C(=C1)CN1CC2=CC=CC=C2C1)F